BrC=1C=C(C(=C(C1)NC1CCN(CC1)C(=O)OC(C)(C)C)C)C(=O)OC tert-Butyl 4-((5-bromo-3-(methoxycarbonyl)-2-methylphenyl)amino)piperidine-1-carboxylate